FLUORODISILAZANE F[SiH2]N[SiH3]